N-((3R,4S)-3-fluoro-1-(oxetan-3-yl)piperidin-4-yl)-5-(imidazo[1,2-a]pyrimidin-6-yl)-4-methoxypyrrolo[2,1-f][1,2,4]triazin-2-amine F[C@@H]1CN(CC[C@@H]1NC1=NN2C(C(=N1)OC)=C(C=C2)C=2C=NC=1N(C2)C=CN1)C1COC1